tert-butyl 4-((4-aminophenyl)sulfonyl)piperazine-1-carboxylate NC1=CC=C(C=C1)S(=O)(=O)N1CCN(CC1)C(=O)OC(C)(C)C